[O-]CCCC.[O-]CCCC.[O-]CCCC.C(CCCCCCCCCCCCCCCCC)(=O)[O-].[Zr+4] Zirconium stearate tri-butoxide